FC1=CC=C(S1)CC[C@@]1(CN(CC1)C(C)(C)C=1C=NC(=CC1)C)CNC(=O)N |o1:8| (S or R)-1-((3-(2-(5-fluorothiophen-2-yl)ethyl)-1-(2-(6-methylpyridin-3-yl)propan-2-yl)pyrrolidin-3-yl)methyl)urea